BrC=1C=2N(C(=NC1C1=C(C=C(C=C1)Cl)F)N)C=NN2 8-bromo-7-(4-chloro-2-fluorophenyl)-[1,2,4]triazolo[4,3-c]pyrimidin-5-amine